BrC=1N=C2C(=NC1)NC=C2NC(OC(C)(C)C)=O tert-butyl (2-bromo-5H-pyrrolo[2,3-b]pyrazin-7-yl)carbamate